benzyl N-[(3R)-3-[7-fluoro-3-[3-(hydroxymethyl)phenyl]-1-tetrahydropyran-2-yl-indazol-5-yl]oxybutyl]carbamate FC=1C=C(C=C2C(=NN(C12)C1OCCCC1)C1=CC(=CC=C1)CO)O[C@@H](CCNC(OCC1=CC=CC=C1)=O)C